C(C1=CC=CC=C1)N([C@@H]1C(N([C@@H](C1)COCCS(OCC(CCO[Si](C(C)(C)C)(C1=CC=CC=C1)C1=CC=CC=C1)(C)C)(=O)=O)CC(=O)OC(C)(C)C)=O)CC1=CC=CC=C1 tert-butyl [(3S,5S)-3-(dibenzylamino)-2-oxo-5-(8,8,13,13-tetramethyl-5,5-dioxido-12,12-diphenyl-2,6,11-trioxa-5λ6-thia-12-silatetradec-1-yl)pyrrolidin-1-yl]acetate